C1OCC12CN(C2)C2CCN(CC2)C2=C(C=C(C(=C2)OC)NC2=NC=NC(=C2)N2OCC[C@@H]2C2=CC(=CC(=C2)F)F)NC(C=C)=O N-(2-(4-(2-oxa-6-azaspiro[3.3]heptane-6-yl)piperidine-1-yl)-5-((6-((R)-3-(3,5-difluorophenyl)-isoxazolidine-2-yl)pyrimidine-4-yl)amino)-4-methoxyphenyl)acrylamide